4-(3,4-dimethoxyphenyl)but-3-en-2-one COC=1C=C(C=CC1OC)C=CC(C)=O